2-(dihydroxymethyl)propionic acid OC(C(C(=O)O)C)O